(R)-chromane O1CCCC2=CC=CC=C12